CN(C(=O)N1[C@@H](CCCC1)C(=O)OCC)CC1=CC=C2C(=CC(OC2=C1)=O)C1=C(C=CC=C1)C ethyl (S)-1-(methyl((2-oxo-4-(o-tolyl)-2H-chromen-7-yl)methyl)carbamoyl)piperidine-2-carboxylate